ClC1=C(C(=O)C2=CNC=3N=CN=C(C32)NC3CCN(CC3)CCCCCN3CCN(CC3)C=3C=C2C(N(C(C2=CC3)=O)C3C(NC(CC3)=O)=O)=O)C=CC(=C1)OC1=CC=CC=C1 5-(4-(5-(4-((5-(2-chloro-4-phenoxybenzoyl)-7H-pyrrolo[2,3-d]pyrimidin-4-yl)amino)piperidin-1-yl)pentyl)piperazin-1-yl)-2-(2,6-dioxopiperidin-3-yl)isoindoline-1,3-dione